[Fe].COCCOCC 2-(2-methoxyethoxy)ethane iron